C(#N)[C@@]1([C@@H]2CCN(C[C@H]12)C(=O)OC(C)(C)C)C1=NOC(=C1)C tert-butyl (1S,6R,7R)-7-cyano-7-(5-methylisoxazol-3-yl)-3-azabicyclo[4.1.0]heptane-3-carboxylate